ClC=1C=CC(=C2C=C(NC12)C(=O)N1[C@@H]([C@H]2C([C@H]2C1)(C)C)C(=O)N[C@@H](C[C@H]1C(NCC1)=O)C#N)F (1R,2S,5S)-3-(7-Chloro-4-fluoro-1H-indole-2-carbonyl)-N-((S)-1-cyano-2-((S)-2-oxopyrrolidin-3-yl)ethyl)-6,6-dimethyl-3-azabicyclo[3.1.0]hexane-2-carboxamide